2-(4-Hydroxy-aminophenyl)butyric acid OC1=CC(=C(C=C1)C(C(=O)O)CC)N